(+/-)-1-tert-butyl 3-ethyl (trans,trans)-4-[3-(2-methoxyethoxy)phenyl]-2-methylpiperidine-1,3-dicarboxylate COCCOC=1C=C(C=CC1)C1C(C(N(CC1)C(=O)OC(C)(C)C)C)C(=O)OCC